[(1R)-3-amino-1-methyl-propyl]-5-[4-(trifluoromethyl)phenoxy]naphthalene-2-carboxamide NCC[C@@H](C)C1=C(C=CC2=C(C=CC=C12)OC1=CC=C(C=C1)C(F)(F)F)C(=O)N